FC=1C=NC(=NC1)N[C@@H]1CN(C[C@H]1O)C(=O)OC(C)(C)C tert-butyl (3R,4R)-3-((5-fluoropyrimidin-2-yl)amino)-4-hydroxypyrrolidine-1-carboxylate